FC1=C(C(=O)NC=2SC=C(N2)C(C)(C)C2=CC=C(C=C2)F)C(=CC(=C1)N1CCNCC1)F 2,6-difluoro-N-(4-(2-(4-fluorophenyl)propan-2-yl)thiazol-2-yl)-4-(piperazin-1-yl)benzamide